C1(CC1)CN1C(=NC2=C1C=C(C=C2)OC)NC(CC2=CC(=C(OC1=C(C(=O)N)C=CC=N1)C=C2)F)=O 2-(4-(2-((1-(cyclopropyl-methyl)-6-methoxy-1H-benzo[d]-imidazol-2-yl)-amino)-2-oxoethyl)-2-fluorophenoxy)-nicotinamide